C(C)(=O)NC=1OC2=C(N1)C=CC(=C2)C=2C=C(C(=NC2)OC)N2OCC[C@H]2C2=CC=CC=C2 (S)-N-(5-(2-acetamidobenzo[d]oxazol-6-yl)-2-methoxypyridin-3-yl)-3-phenylisoxazolidine